5-amino-N-ethyl-N-((1R,4S)-1-methyl-7-(trifluoromethyl)isochroman-4-yl)-6,8-dihydro-1H-furo[3,4-d]pyrrolo[3,2-b]pyridine-2-carboxamide NC1=C2C(=C3C(=N1)C=C(N3)C(=O)N([C@@H]3CO[C@@H](C1=CC(=CC=C31)C(F)(F)F)C)CC)COC2